(7-fluoro-1-methyl-5-(methyl-(phenyl)amino)-[1,2,4]triazolo[4,3-a]quinazolin-8-yl)methanol FC=1C=C2C(=NC=3N(C2=CC1CO)C(=NN3)C)N(C3=CC=CC=C3)C